N-[4-(6-amino-5-chloropyrimidin-4-yl)oxy-3-fluorophenyl]-1-pyridazin-3-yl-5-(trifluoromethyl)pyrazole-4-carboxamide NC1=C(C(=NC=N1)OC1=C(C=C(C=C1)NC(=O)C=1C=NN(C1C(F)(F)F)C=1N=NC=CC1)F)Cl